BrC1=NN(C2=NC(=NC=C21)C=2C(=NC=NC2OC)C2CC2)CC=2C=C1CN3C(C1=CC2)=NC(=C3)C(F)(F)F 7-((3-bromo-6-(4-cyclopropyl-6-methoxypyrimidin-5-yl)-1H-pyrazolo[3,4-d]pyrimidin-1-yl)methyl)-2-(trifluoromethyl)-5H-imidazo[2,1-a]isoindole